8-((4-(4-fluorophenyl)piperazin-1-yl)methyl)-3-methyl-7-(3-phenylpropyl)-3,7-dihydro-1H-purine-2,6-dione FC1=CC=C(C=C1)N1CCN(CC1)CC1=NC=2N(C(NC(C2N1CCCC1=CC=CC=C1)=O)=O)C